C(C)(=O)N(N(C(=O)C1=CC=2C3=C(C(=NC2C=C1)N)C=NN3C)CC3=C(C=C(C=C3)C#N)OC(F)F)C N'-acetyl-4-amino-N-(4-cyano-2-(difluoromethoxy)benzyl)-N',1-dimethyl-1H-pyrazolo[4,3-c]quinoline-8-carbohydrazide